sodium (3-((3R,10S,13S,17S)-3-hydroxy-3,10,13-trimethylhexadecahydro-1H-cyclopenta[a]phenanthren-17-yl)isoxazol-5-yl)methyl phosphate P(=O)(OCC1=CC(=NO1)[C@H]1CCC2C3CCC4C[C@](CC[C@@]4(C3CC[C@]12C)C)(C)O)([O-])[O-].[Na+].[Na+]